3-(5-(((2S,5R)-5-isopropyl-3,6-dimethoxy-2,5-dihydropyrazin-2-yl)methyl)imidazo[1,2-a]pyridin-8-yl)-1,4,6-trimethylpyridin-2(1H)-one C(C)(C)[C@H]1N=C([C@@H](N=C1OC)CC1=CC=C(C=2N1C=CN2)C=2C(N(C(=CC2C)C)C)=O)OC